Nε-methyllysine CNCCCC[C@H](N)C(=O)O